C1(CC1)C=1C=C(C(=O)N=C2NCCCN2)C=CC1NC1=CC(=C(C=C1)C)C(NCCC(C)C)=O 3-cyclopropyl-N-(1,3-diazinan-2-ylidene)-4-({4-methyl-3-[(3-methylbutyl)carbamoyl]phenyl}amino)benzamide